5-(3-cyclopropyl-phenoxy)-N-[[1-(2,4-dichlorophenyl)cyclopropyl]methyl]-2-methyl-pyridine-4-carboxamide C1(CC1)C=1C=C(OC=2C(=CC(=NC2)C)C(=O)NCC2(CC2)C2=C(C=C(C=C2)Cl)Cl)C=CC1